OC[C@@]12C[C@@H](C[C@H]1[C@@H]1CCC3=CC(C=C[C@]3(C)[C@H]1CC2)=O)C hydroxy-16α-methyl-3-oxoandrosta-1,4-diene